CN(CC(=O)N1[C@H](COC2=C(C1)C(=CC(=C2)C2=NOC(=N2)C(F)(F)F)F)C)C (S)-2-(dimethylamino)-1-(6-fluoro-3-methyl-8-(5-(trifluoromethyl)-1,2,4-oxadiazol-3-yl)-2,3-dihydrobenzo[f][1,4]oxazepin-4(5H)-yl)ethan-1-one